Tert-butyl (2-(4-chloro-2-cyano-1H-indol-1-yl)ethyl)carbamate ClC1=C2C=C(N(C2=CC=C1)CCNC(OC(C)(C)C)=O)C#N